N-dodecyl-1,3-propanediamine C(CCCCCCCCCCC)NCCCN